R-1-Phenylethylamin C1(=CC=CC=C1)[C@@H](C)N